3-(((4-(4-(cyclopent-1-en-1-yl)phenyl)-1H-indazol-3-yl)amino)methyl)benzoic acid C1(=CCCC1)C1=CC=C(C=C1)C1=C2C(=NNC2=CC=C1)NCC=1C=C(C(=O)O)C=CC1